ClC=1C(=NC=C(C1B1OC(C(O1)(C)C)(C)C)C)OC 3-Chloro-2-methoxy-5-methyl-4-(4,4,5,5-tetramethyl-1,3,2-dioxaborolan-2-yl)pyridine